N-(3-(2-bromopyridin-4-yl)pentan-3-yl)-2-methylpropane-2-sulfinamide BrC1=NC=CC(=C1)C(CC)(CC)NS(=O)C(C)(C)C